N[C@H](CC(=O)N1CC(C1)OC1=CC=C(C(=C1C(=O)O)O)CCB(O)O)CCC(=O)O 6-({1-[(3S)-3-amino-5-carboxypentanoyl]azetidin-3-yl}oxy)-3-(2-boronoethyl)-2-hydroxybenzoic acid